3-(diethylamino)tetrahydropyrrole-1-carbonyl chloride C(C)N(C1CN(CC1)C(=O)Cl)CC